ClC1=CN=CC(=N1)NC(=O)C1N(C2CC2C1)C(=O)OC(C)(C)C tert-butyl 3-((6-chloropyrazin-2-yl)carbamoyl)-2-azabicyclo[3.1.0]hexane-2-carboxylate